2-chloro-N-((1R,2R,4S)-7-cyano-7-azabicyclo[2.2.1]heptan-2-yl)-4-(2-methylimidazo[1,2-a]pyridin-6-yl)benzamide ClC1=C(C(=O)N[C@H]2[C@H]3CC[C@@H](C2)N3C#N)C=CC(=C1)C=1C=CC=3N(C1)C=C(N3)C